CC1=C(SC2=NC(=CC=C21)C=2C=C1C(=NC2)N(N=N1)C)[C@@H](O)C1CCOCC1 (S)-(3-methyl-6-(3-methyl-3H-[1,2,3]triazolo[4,5-b]pyridin-6-yl)thieno[2,3-b]pyridin-2-yl)(tetrahydro-2H-pyran-4-yl)methanol